(E)-2,4-dihydroxy-6-styrylbenzaldehyde OC1=C(C=O)C(=CC(=C1)O)\C=C\C1=CC=CC=C1